2-(5-(4-(5-chloro-6-methyl-1H-indazol-4-yl)-5-methyl-1-(2-azaspiro[3.3]heptan-6-yl)-1H-pyrazol-3-yl)-5,8-diazaspiro[3.5]nonan-8-yl)-2-methylpropan-1-ol ClC=1C(=C2C=NNC2=CC1C)C=1C(=NN(C1C)C1CC2(CNC2)C1)N1C2(CCC2)CN(CC1)C(CO)(C)C